2-((3-(4-chloro-2-fluoro-phenyl)-5-methyl-triazol-4-yl)methyl)-5-(2-(trifluoromethyl)-4-pyridyl)pyridazin-3-one ClC1=CC(=C(C=C1)N1N=NC(=C1CN1N=CC(=CC1=O)C1=CC(=NC=C1)C(F)(F)F)C)F